Tetradecyl-carnitine C(CCCCCCCCCCCCC)C(O)(C[N+](C)(C)C)CC([O-])=O